C=C1NC(OC1)=O (S)-methyleneoxazolidinone